ClC1=C(C=CC=C1Cl)N1CC2CN(CC2C1)C 2-(2,3-dichlorophenyl)-5-methyloctahydropyrrolo[3,4-c]pyrrole